FC1([C@H](COC1)NC(N(CC1=C(C=NC=C1)C1=CC=C(C=C1)C(F)(F)F)C)=O)F 3-[(3S)-4,4-difluorotetrahydrofuran-3-yl]-1-methyl-1-[[3-[4-(trifluoromethyl)phenyl]-4-pyridyl]methyl]urea